7-(tetrahydro-2H-pyran-4-yl)naphthalen-2-ol O1CCC(CC1)C1=CC=C2C=CC(=CC2=C1)O